2-amino-5-chloro-N,3-dimethylbenzylamine NC1=C(CNC)C=C(C=C1C)Cl